8-(benzyloxy)-2-cyclopropylimidazo[1,2-a]pyrazine-6-carboxylic acid C(C1=CC=CC=C1)OC=1C=2N(C=C(N1)C(=O)O)C=C(N2)C2CC2